CC1(COB(OC1)C1=CC=CC2=C1C=C(S2)NC(OC(C)(C)C)=O)C tert-butyl (4-(5,5-dimethyl-1,3,2-dioxaborinane-2-yl)benzothiophene-2-yl)carbamate